(5-(8,9,10,11-tetrahydro-3H-pyrazolo[4,3-a]phenanthridin-7-yl)thiophen-3-yl)boronic acid C1=NNC=2C1=C1C=3CCCCC3C(=NC1=CC2)C2=CC(=CS2)B(O)O